BrC1=CC=2CN3[C@H](COC2N=C1)COC3=O (9aR)-3-bromo-9a,10-dihydro-5H,9H-[1,3]oxazolo[4,3-c]pyrido[3,2-f][1,4]oxazepin-7-one